C12COCC(CC1)N2C2=C1C=CNC(C1=CN=C2)=O 5-{3-oxa-8-azabicyclo[3.2.1]octan-8-yl}-1,2-dihydro-2,7-naphthyridin-1-one